C1(CCCC1)OC1=CC(=C(C=N1)N1C2=C(SC=3N=CC=C(NC1=O)C32)C(=O)N)C (S)-(6-(cyclopentyloxy)-4-methylpyridin-3-yl)-4-oxo-4,5-dihydro-3H-1-thia-3,5,8-triazaacenaphthylene-2-carboxamide